C(#N)[C@@H]1C[C@@]2(CN1C([C@H](CC1CC1)NC([C@H](CC1=CC(=CC=C1)F)NC(C(F)(F)F)=O)=O)=O)C(NC1=CC=CC=C12)=O (S)-N-((S)-1-((3R,5'S)-5'-cyano-2-oxospiro[indoline-3,3'-pyrrolidine]-1'-yl)-3-cyclopropyl-1-oxopropan-2-yl)-3-(3-fluorophenyl)-2-(2,2,2-trifluoroacetylamino)propanamide